(2H3)methanamine hydrochloride Cl.C(N)([2H])([2H])[2H]